C1(CC2C(CC1)O2)CC[Si](C)(C)OCCOC β-(3,4-epoxycyclohexyl)ethylmethoxyethoxydimethylsilane